C(C1=CC=CC=C1)OC(=O)N[C@H](CC(=O)OC)C=O Methyl (R)-3-(((benzyloxy)carbonyl)amino)-4-oxobutanoate